(4-amino-1,2,4-triazole) copper [Cu].NN1C=NN=C1